FC1CCN(CC1)CCO 2-(4-fluoropiperidin-1-yl)ethane-1-ol